4,5-diethoxy-2,7-divinyl-benzo[2,1-b:3,4-b']dithiophene C(C)OC1=C(C2=C(SC(=C2)C=C)C=2SC(=CC21)C=C)OCC